[Ir+3].CN1N=C(N=C1C1=CC=CC=C1)CCC.CN1N=C(N=C1C1=CC=CC=C1)CCC.CN1N=C(N=C1C1=CC=CC=C1)CCC tris(1-methyl-5-phenyl-3-propyl-1H-1,2,4-triazole) iridium (III)